N-((1r,3r)-3-(3-chloro-4-cyanophenoxy)-2,2,4,4-tetramethylcyclobutyl)-6-(4-(2-((2,6-dioxopiperidin-3-yl)amino)benzyl)piperazin-1-yl)pyridazine-3-carboxamide ClC=1C=C(OC2C(C(C2(C)C)NC(=O)C=2N=NC(=CC2)N2CCN(CC2)CC2=C(C=CC=C2)NC2C(NC(CC2)=O)=O)(C)C)C=CC1C#N